4-(6-ethoxypyridin-3-yl)-N-(2-(2-fluoro-5-methoxypyridin-3-yl)ethyl)pyrimidine-2-carboxamide C(C)OC1=CC=C(C=N1)C1=NC(=NC=C1)C(=O)NCCC=1C(=NC=C(C1)OC)F